tert-butyl-2-[(1,3-dihydropyrrolo[3,4-c]pyridine-2-carbonylamino)methyl]-6-azaspiro[2.5]octane C(C)(C)(C)C1C(C12CCNCC2)CNC(=O)N2CC=1C=NC=CC1C2